4-{2-[(2,3-dihydro-1H-inden-2-yl)amino]pyrimidin-5-yl}-1-(2-oxo-2-{1H,4H,5H,6H,7H-[1,2,3]triazolo[4,5-c]pyridin-5-yl}ethyl)-1H-pyrazole-3-carboxylic acid C1C(CC2=CC=CC=C12)NC1=NC=C(C=N1)C=1C(=NN(C1)CC(N1CC2=C(CC1)NN=N2)=O)C(=O)O